FC1(CCC2=C1N=C(N=C2C2=CC1=C([C@H](CO1)NS(=O)(=O)C)C(=C2)OC)N2[C@H]([C@@H](C2)O)C)F N-((R)-6-(7,7-difluoro-2-((2S,3R)-3-hydroxy-2-methylazetidin-1-yl)-6,7-dihydro-5H-cyclopenta[d]pyrimidin-4-yl)-4-methoxy-2,3-dihydrobenzofuran-3-yl)methanesulfonamide